NC1=CN=C(C(=N1)[C@H](C)NC(OC(C)(C)C)=O)C1=NC=C(C=C1)Br tert-butyl N-[(1S)-1-[6-amino-3-(5-bromo-2-pyridyl)pyrazin-2-yl]ethyl]carbamate